trans-ethyl oleate C(CCCCCCC\C=C\CCCCCCCC)(=O)OCC